Cl.NC(=NC(=N)N)SCC=1OC(=CN1)C1=CC(=CC=C1)Cl N-[Amino([5-(3-chlorophenyl)-1,3-oxazol-2-yl]methylsulfanyl)methylidene]-guanidine hydrochloride